[Pt+2].CCC(CC(CC)=O)=O.CCC(CC(CC)=O)=O Bis(3,5-heptanedione) platinum (II)